(1,1'-biphenyl-4-yl)aluminum C1(=CC=C(C=C1)[Al])C1=CC=CC=C1